COCCOC1=CC=C(C=C1)O 4-(2-methoxy-ethoxy)phenol